3-methyl-1-[2-[4-(o-tolyl)-2-oxo-chromen-7-yl]oxypropionyl]piperidine-3-carboxylic acid CC1(CN(CCC1)C(C(C)OC1=CC=C2C(=CC(OC2=C1)=O)C1=C(C=CC=C1)C)=O)C(=O)O